3-vinyl-1-[8-(3-vinylimidazolidine-1-ium-1-yl)octyl]imidazolium dihydrosulfate S(=O)(=O)(O)O.C(=C)[N+]1=CN(C=C1)CCCCCCCC[NH+]1CN(CC1)C=C